tert-Butyl 3-(4-((5-ethynyl-2-fluorophenyl)amino)quinazolin-6-yl)pyrrolidine-1-carboxylate C(#C)C=1C=CC(=C(C1)NC1=NC=NC2=CC=C(C=C12)C1CN(CC1)C(=O)OC(C)(C)C)F